COC(=O)N1C[C@@H](OCC1)CN1C(=NC2=C1C=CC(=C2)C)C2=C(C=C(C=C2F)C(NC)=O)F (S)-2-((2-(2,6-difluoro-4-(methylcarbamoyl)phenyl)-5-methyl-1H-benzo[d]imidazol-1-yl)methyl)morpholine-4-carboxylic acid methyl ester